(S)-2-amino-N-((3S,4S)-4-(3-chlorophenyl)-1-(imidazo[1,5-a]pyridine-5-carbonyl)piperidin-3-yl)-3,3-dimethylbutanamide N[C@H](C(=O)N[C@@H]1CN(CC[C@H]1C1=CC(=CC=C1)Cl)C(=O)C1=CC=CC=2N1C=NC2)C(C)(C)C